N-methylamine ammonium salt [NH4+].CN